Rhodium-palladium [Pd].[Rh]